ClC#CC(F)(F)OCCOCC1=CC=C(C=C1)OC 1-((2-((3-chloro-1,1-difluoroprop-2-yn-1-yl)oxy)ethoxy)methyl)-4-methoxybenzene